N-phenyl-1,2-benzisothiazolin C1(=CC=CC=C1)N1SC2=C(C1)C=CC=C2